BrC1=NN=C(S1)N1N=C2C=C(C=C(C2=C1)N1CCN(CC1)C(C(C)C)=O)S(=O)(=O)N[C@]1([C@@H](C1)C)C#N |r| rac-2-(5-bromo-1,3,4-thiadiazol-2-yl)-N-((trans)-1-cyano-2-methylcyclopropyl)-4-(4-isobutyrylpiperazin-1-yl)-2H-indazole-6-sulfonamide